C(CCCCCCC(=O)OCCCCCCCCCCC)(=O)OCCCCCCCCCCC Diundecyl OctaneDiate